(8-((4-((cyclopropylmeth-yl)amino)-7H-pyrrolo[2,3-d]pyrimidin-2-yl)amino)-2,3-dihydrobenzo[b][1,4]dioxin-5-yl)(morpholino)methanone C1(CC1)CNC=1C2=C(N=C(N1)NC1=CC=C(C3=C1OCCO3)C(=O)N3CCOCC3)NC=C2